1-(6-(((1S,3S)-3-((5-Chloropyrazin-2-yl)amino)cyclopentyl)amino)pyridin-3-yl)-1,3-dihydro-2H-benzo[d]imidazol-2-one ClC=1N=CC(=NC1)N[C@@H]1C[C@H](CC1)NC1=CC=C(C=N1)N1C(NC2=C1C=CC=C2)=O